C1(=CC=CC=C1)C1=C(C(=NN=N1)C1=C(C=CC=C1)C1=C(C=CC=2[Se]C3=C(C21)C=CC=C3)C3=C(C=CC=C3)C3=CC=CC=C3)C3=C(C(=CC=2C1=CC=CC=C1CC32)C)C [phenyl(dimethylfluorenyl)triazineyl][(biphenylyl)dibenzoselenophenyl]benzene